2-amino-3-(4-fluorophenyl)propanol NC(CO)CC1=CC=C(C=C1)F